C(C)OC(C(C)OCCOCCN)=O 2-(2-(2-Aminoethoxy)ethoxy)propionic acid ethyl ester